5-(isopropylsulfonyl)-2-nitro-4,5,6,7-tetrahydropyrazolo[1,5-a]pyrazine C(C)(C)S(=O)(=O)N1CC=2N(CC1)N=C(C2)[N+](=O)[O-]